O1N=C(C=C1)COC1=C(C=C2C=C(NC2=C1)CNC(=O)C1(CC1)C)CC(F)(F)F N-({6-[(3-isoxazolyl)methoxy]-5-(2,2,2-trifluoroethyl)-2-indolyl}methyl)1-methylcyclopropanecarboxamide